2-Methylspiro[isoindoline-1,4'-piperidine] CN1CC2=CC=CC=C2C12CCNCC2